C(C=1C(O)=CC=CC1)=NC(C(=O)[O-])(C)C.C(C=1C(O)=CC=CC1)=NC(C(=O)[O-])(C)C.[Na+].ClC1=C(C=CC=C1)CC(=O)NC1=CC(=C(C=C1)C=1C=NC(=NC1)C(F)(F)F)S(N)(=O)=O.[Na+] 2-(2-chlorophenyl)-N-{3-sulfamoyl-4-[2-(trifluoromethyl)pyrimidin-5-yl]phenyl}acetamide sodium bis(N-salicylidene-2-aminoisobutyrate)